(S)-1-((4,4-difluoro-5-oxopyrrolidin-2-yl)methoxy)-7-isopropoxy-4-((3-oxocyclobutyl)ethynyl)isoquinoline-6-carboxamide FC1(C[C@H](NC1=O)COC1=NC=C(C2=CC(=C(C=C12)OC(C)C)C(=O)N)C#CC1CC(C1)=O)F